ethyl 4-[2-(3-hydroxyphenyl)ethynyl]-2,6-dimethyl-7-oxo-1H-pyrrolo[2,3-c]pyridine-3-carboxylate OC=1C=C(C=CC1)C#CC=1C2=C(C(N(C1)C)=O)NC(=C2C(=O)OCC)C